ClC1=C2C(N(C(NC2=C(C=C1)S(=O)(=O)C1=CC(=C2C=CN(C2=C1)CCC1CC(C1)(F)F)F)=O)O)=O 5-chloro-8-((1-(2-(3,3-difluorocyclobutyl)ethyl)-4-fluoro-1H-indol-6-yl)sulfonyl)-3-hydroxyquinazoline-2,4(1H,3H)-dione